CC=1N(C=CN1)CC#N 2-(2-methyl-1H-imidazole-1-yl)acetonitrile